2-dodecene oxide CC1C(CCCCCCCCC)O1